NC1=NC=2C=NC(=CC2C2=C1[C@H](OC2)C)C(=O)N(C(C)C)CC2=NC=C(C=C2)C#N (3R)-4-amino-N-((5-cyano-2-pyridinyl)methyl)-3-methyl-N-(2-propanyl)-1,3-dihydrofuro[3,4-c][1,7]naphthyridine-8-carboxamide